FC1=C(C(=CC(=C1)NCCN1CC(C1)CF)F)[C@H]1N([C@@H](CC2=C1NC1=CC=CC=C21)C)C[C@](CO)(C)F (S)-3-((1R,3R)-1-(2,6-difluoro-4-((2-(3-(fluoromethyl)azetidin-1-yl)ethyl)amino)phenyl)-3-methyl-1,3,4,9-tetrahydro-2H-pyrido[3,4-b]indol-2-yl)-2-fluoro-2-methylpropan-1-ol